diphenyl-methylene diisocyanate C1(=CC=CC=C1)C(C1=CC=CC=C1)(N=C=O)N=C=O